tert-butyl ((S)-1-(((R)-1-acetylpyrrolidin-3-yl)amino)-5-(2-nitro-1H-imidazol-1-yl)-1-oxopentan-2-yl)carbamate C(C)(=O)N1C[C@@H](CC1)NC([C@H](CCCN1C(=NC=C1)[N+](=O)[O-])NC(OC(C)(C)C)=O)=O